ClC(C(=O)OCC)CCl ethyl 2,3-dichloropropionate